CC(CNC1=NC=CC(=C1)C1=C2C(=NC=C1)C=C(O2)C2=CC=C(C=C2)S(=O)(=O)C)(C)O 2-methyl-1-((4-(2-(4-(methylsulfonyl)phenyl)furo[3,2-b]pyridin-7-yl)pyridin-2-yl)amino)propan-2-ol